COC1=NC=CC(=C1)CC(=O)O 2-(2-methoxy-4-pyridyl)acetic acid